FC1=CC=C(C=C1)N1N=C(C=C1SC)C(=O)NC1=CC(=C(C=C1)C)NC=1C=C2C(N(C=NC2=CC1)C)=O (4-fluorophenyl)-N-(4-methyl-3-((3-methyl-4-oxo-3,4-dihydroquinazolin-6-yl)amino)phenyl)-5-(methylthio)-1H-pyrazole-3-carboxamide